CC1=CN(C(=O)NC1=O)[C@H]2[C@@H]([C@@H]([C@H](O2)COP(=O)([O-])[O-])O)O The molecule is a pyrimidine ribonucleoside 5'-monophosphate in which the pyrimidine element is 5-methyluracil; major species at pH 7.3. It derives from a uridine 5'-monophosphate(2-). It is a conjugate base of a TMP.